N=1C=C(N2C1C=CC=C2)[C@@H](CNS(=O)(=O)C2=CC=C1C=CNC1=C2)N2CCCC2 (R)-N-(2-(imidazo[1,2-a]pyridin-3-yl)-2-(pyrrolidin-1-yl)ethyl)-1H-indole-6-sulfonamide